N-(2-aminoethyl)-9H-pyrido[3,4-b]indole-1-carboxamide hydrochloride Cl.NCCNC(=O)C1=NC=CC2=C1NC1=CC=CC=C21